6-((R)-(2-((S)-amino(4,4-difluorocyclohexyl)methyl)imidazo[1,2-b]pyridazin-7-yl)(cyclopropyl)methyl)-4,6-diazaspiro[2.5]octan-5-one hydrochloride Cl.N[C@H](C=1N=C2N(N=CC(=C2)[C@H](N2C(NC3(CC3)CC2)=O)C2CC2)C1)C1CCC(CC1)(F)F